ClC=1C=C(C=CC1F)SCCCCOC1CCN(CC1)C(=O)OC(C)(C)C tert-butyl 4-[4-(3-chloro-4-fluoro-phenyl)sulfanylbutoxy]piperidine-1-carboxylate